Benzyl (7-cyclopropyl-2-methyl-2H-indazol-3-yl)carbamate C1(CC1)C1=CC=CC2=C(N(N=C12)C)NC(OCC1=CC=CC=C1)=O